CC1=CC(=NO1)C(=O)N[C@H](C(NC1=CC2=C(C=N1)C1(CCOCC1)C(N2)=O)=O)C2CCC(CC2)C 5-Methyl-N-{(1S)-1-(4-methylcyclohexyl)-2-oxo-2-[(2-oxospiro[1H-pyrrolo[3,2-c]pyridine-3,4'-oxane]-6-yl)amino]ethyl}-isoxazole-3-carboxamide